C(C)OC(\N=C\1/SC=C(N1C1=C(C=CC=C1)Cl)C(N(C)C)=O)=O (Z)-[3-(2-chlorophenyl)-4-(dimethylcarbamoyl)thiazol-2-ylidene]carbamic acid ethyl ester